O=C1NC(CCC1N1C(C2=CC=C(C=C2C1=O)N1CCC2(CC1)CCN(CC2)C2=C(C=C(C(=C2)OC)[N+](=O)[O-])C=2C=NN(C2)C)=O)=O 2-(2,6-Dioxopiperidin-3-yl)-5-(9-(5-methoxy-2-(1-methyl-1H-pyrazol-4-yl)-4-nitrobenzeneyl)-3,9-diazaspiro[5.5]undecan-3-yl)isoindole-1,3-dione